BrC=1C=2N(N=C(C1)Cl)C=C(N2)C2=CC=CC=C2 8-bromo-6-chloro-2-phenylimidazo[1,2-b]pyridazine